C1(CC1)C1=CC(=CC(=N1)C(=O)N)CO 6-cyclopropyl-4-(hydroxymethyl)pyridineamide